3-((5-Fluoropyrimidin-2-yl)methyl)pyrrolidine-1-carboxylic acid tert-butyl ester C(C)(C)(C)OC(=O)N1CC(CC1)CC1=NC=C(C=N1)F